F[C@H]1CN(CC1)C1=C(N)C=CC=C1 (R)-2-(3-fluoropyrrolidin-1-yl)aniline